C(C)(C)NC1=C2C(=NC=C1C(=O)NCCCNS(=O)(=O)C)SC(=C2)C2=CNC(C=C2)=O 4-(Isopropylamino)-N-(3-(methylsulfonamido)propyl)-2-(6-oxo-1,6-dihydropyridin-3-yl)thieno[2,3-b]pyridin-5-carboxamid